N[C@H](C=1N=C2N(N=CC(=C2)[C@@H](CC#N)NC(CC2CC(C2)(F)F)=O)C1)C1CCC(CC1)(F)F |o1:10| N-((R*)-1-(2-((S)-amino(4,4-difluorocyclohexyl)methyl)imidazo[1,2-b]pyridazin-7-yl)-2-cyanoethyl)-2-(3,3-difluorocyclobutyl)acetamide